NC=1C=C(C=NC1)CN(C(OC(C)(C)C)=O)CC tert-butyl ((5-aminopyridin-3-yl)methyl)(ethyl)carbamate